BrC1=CC=C(COC2=CC=C(C=C2)CCC(=O)N)C=C1 3-(4-(4-bromobenzyloxy)phenyl)propionamide